methyl rac-(2R,3S,4S,5R)-4-[[3-[2-(difluoromethoxy)-3,4-difluoro-phenyl]-4,5-dimethyl-5-(trifluoromethyl)tetrahydrofuran-2-carbonyl]amino]-5-methyl-pyridine-2-carboxylate FC(OC1=C(C=CC(=C1F)F)[C@H]1[C@@H](O[C@]([C@H]1C)(C(F)(F)F)C)C(=O)NC1=CC(=NC=C1C)C(=O)OC)F |r|